2-[4-aminobutyl(9H-fluoren-9-ylmethoxycarbonyl)amino]acetic acid NCCCCN(CC(=O)O)C(=O)OCC1C2=CC=CC=C2C=2C=CC=CC12